2-((8-(4-Acrylamidopyridin-2-yl)quinazolin-2-yl)amino)-5-morpholinylbenzamide C(C=C)(=O)NC1=CC(=NC=C1)C=1C=CC=C2C=NC(=NC12)NC1=C(C(=O)N)C=C(C=C1)N1CCOCC1